BrC1=CC2=C(N=C(N=C2)NC(C)C)N(C1=O)C 6-bromo-2-(isopropylamino)-8-methylpyrido[2,3-d]pyrimidin-7(8H)-one